N-Allyl-2,3-dimethyl-1-pentanamine C(C=C)NCC(C(CC)C)C